C(C)(=O)NC(CC1=CC(=CC2=CC=C(C=C12)OC)OB(O)O)C (4-(2-acetamidopropyl)-6-methoxynaphthalen-2-yl)boric acid